C1=C([C@H]([C@@H]([C@H]([C@H]1N[C@H]2[C@@H]([C@@H]([C@H]([C@@H]([C@H]2O)O)O[C@H]3[C@@H]([C@H]([C@@H]([C@H](O3)CO)O)O)O)CO)O)O)O)O)CO The molecule is a member of the class of validamycins that is validamycin A in which the pro-R hydrogen at the unsubstituted position of the cycloxexane ring has been replaced by a hydroxy group. It is an antibiotic fungicide, a polyol, a secondary amino compound and a member of validamycins.